methyl (1R,3r,5S)-6,6-difluorobicyclo[3.1.0]hexane-3-carboxylate FC1([C@H]2CC(C[C@@H]12)C(=O)OC)F